C(C)N1CCN(CC1)C1=CC(=NC=N1)N1CCC2(CNC2)CC1 7-[6-(4-ethylpiperazin-1-yl)pyrimidin-4-yl]-2,7-diazaspiro[3.5]nonane